C(C)(C)C1=CC=2C(=NC(=CC2)C(F)(F)F)N1C=1C=C2C(=NC1)NC(C2)=O 5-[2-Isopropyl-6-(trifluoromethyl)pyrrolo[2,3-b]-pyridin-1-yl]-1,3-dihydropyrrolo[2,3-b]pyridin-2-one